(S)-N-(7-((3-fluoro-1-isopropylazetidin-3-yl)ethynyl)-5-methyl-4-oxo-2,3,4,5-tetrahydrobenzo[b][1,4]oxaazepin-3-yl)-4-phenoxypyridineamide FC1(CN(C1)C(C)C)C#CC1=CC2=C(OC[C@@H](C(N2C)=O)NC(=O)C2=NC=CC(=C2)OC2=CC=CC=C2)C=C1